C(C)[C@H]1N(C[C@@H](N(C1)C=1C=2C(N(C(C1)=O)C)=CNN2)CC)C(C)C2=NN(C=C2C#N)CC (1-((2R,5S)-2,5-diethyl-4-(4-methyl-5-oxo-4,5-dihydro-2H-pyrazolo[4,3-b]pyridin-7-yl)piperazin-1-yl)ethyl)-1-ethyl-1H-pyrazole-4-carbonitrile